3-((3-((1-(tert-butoxy)-2-methyl-1-oxopropan-2-yl)oxy)phenyl)amino)propanoic acid C(C)(C)(C)OC(C(C)(C)OC=1C=C(C=CC1)NCCC(=O)O)=O